(9Z)-2-hydroxy-9-octadecenoic acid OC(C(=O)O)CCCCCC\C=C/CCCCCCCC